C(C=C)(=O)N1C[C@@H](N(C[C@H]1C)C1=NC(=NC2=CC(=C(C=C12)C#N)Cl)OC[C@H]1N(CCC1)C)C 4-((2S,5R)-4-acryloyl-2,5-dimethylpiperazin-1-yl)-7-chloro-2-(((S)-1-methylpyrrolidin-2-yl)methoxy)quinazoline-6-carbonitrile